C1COCCN2N1C(CC2=O)=O dihydro-1H-pyrazolo[1,2-d][1,4,5]oxadiazepine-7,9(2H,8H)-dione